(2-((phenyl-d5)amino)phenyl-3,4,5,6-d4)boronic acid C1(=C(C(=C(C(=C1[2H])[2H])[2H])[2H])[2H])NC1=C(C(=C(C(=C1[2H])[2H])[2H])[2H])B(O)O